FC(C(=O)O)(F)F.N1CCC2(CC1)CC1=CC(=CC=C1C2)C(=O)N 1,3-dihydrospiro[indene-2,4'-piperidine]-6-carboxamide trifluoroacetate